(1s,4s)-4-((5-(1-(3,3-difluorocyclobutyl)-2-methyl-1H-imidazo[4,5-b]pyridin-6-yl)pyrrolo[2,1-f][1,2,4]triazin-2-yl)amino)-1-methylcyclohexane-1-ol FC1(CC(C1)N1C(=NC2=NC=C(C=C21)C=2C=CN1N=C(N=CC12)NC1CCC(CC1)(O)C)C)F